C(C)C1=CC(=NN1)NC1=NC(=NC2=CC(=C(C=C12)OC)OCCCN1CCCC1)N1CCCCC1 N-(5-ethyl-1H-pyrazol-3-yl)-6-methoxy-2-(piperidin-1-yl)-7-(3-(pyrrolidin-1-yl)propoxy)quinazolin-4-amine